BrC=1C=C2C(N=CS2)=C(C1F)C(=O)N(CC1=CC=C(C=C1)OC)C(C(=O)NC(C)(C)C)C1=C(C=CC(=C1)F)Cl 6-bromo-N-(2-(tert-butylamino)-1-(2-chloro-5-fluorophenyl)-2-oxoethyl)-5-fluoro-N-(4-methoxybenzyl)benzo[d]thiazole-4-carboxamide